O,O-diethyl S-ethyl-thiomethyl phosphorodithioate P(OCC)(OCC)(=S)SCSCC